4-methoxy-2,4-dimethyloxan-3-yl 1H-imidazole-1-carboxylate N1(C=NC=C1)C(=O)OC1C(OCCC1(C)OC)C